[Na+].CN1C=2C(NC(=NC2NC[C@@H]1CNC1=CC=C(C(N[C@@H](CCC(=O)[O-])C(=O)O)=O)C=C1)N)=O 5-methyl-(6S)-tetrahydrofolic acid sodium salt